C1=CC=C2N=NC3=CC=CC4=CC=C1C2=C34 4,5-Diazapyren